COC(=O)C1=CN(C2=CC=C(C=C12)Br)CC=1C(=NC(=CC1)N1CC2CC2C1)C 1-[(6-{3-azabicyclo[3.1.0]hex-3-yl}-2-methylpyridin-3-yl)methyl]-5-bromo-1H-indole-3-carboxylic acid methyl ester